C(C=1C(C(=O)OC2CCCC2)=CC(C(=O)OC2CCCC2)=CC1)(=O)OC1CCCC1 tricyclopentyl trimellitate